N-oleyl-acrylamide C(CCCCCCC\C=C/CCCCCCCC)NC(C=C)=O